1,2-benzisoxazole-3-methanesulfonic acid sodium salt [Na+].O1N=C(C2=C1C=CC=C2)CS(=O)(=O)[O-]